CC=1C=C2C(=CC(OC2=CC1)=O)OCCCCCCC(=O)NO 7-((6-methylcoumarin-4-yl)oxy)-N-hydroxyheptanamide